C(C)(C)(C)OC(=O)N[C@H](CC1=C(C=2N=NC=C(C2S1)N(C(OC(C)(C)C)=O)CC=1SC=CC1)C)CS(=O)(=O)C tert-butyl N-{6-[(2R)-2-[(tert-butoxycarbonyl) amino]-3-methanesulfonylpropyl]-7-methylthieno[3,2-c]pyridazin-4-yl}-N-(thiophen-2-ylmethyl)carbamate